2-(2-chlorophenyl)-N-(2-(2-isopropoxyethyl)-4-sulfamoyl-2H-indazol-6-yl)acetamide ClC1=C(C=CC=C1)CC(=O)NC=1C=C(C2=CN(N=C2C1)CCOC(C)C)S(N)(=O)=O